2-hydroxy-2-methyl-3-(methylsulfonyl)propionic acid methyl ester COC(C(CS(=O)(=O)C)(C)O)=O